CCCCCCCCCCCCCCCCCCCCCC n-Docosan